6-(trifluoromethyl)pyridazin-3-ol FC(C1=CC=C(N=N1)O)(F)F